(E)-1-(2-cyclopropyl-4-(4-fluorophenyl)quinolin-3-yl)-3-(phenylsulfanyl)prop-2-en-1-one C1(CC1)C1=NC2=CC=CC=C2C(=C1C(\C=C\SC1=CC=CC=C1)=O)C1=CC=C(C=C1)F